NC1=CC(=C(C=C1)C1CCN(CC1)C(=O)OC(C)(C)C)O tert-butyl 4-(4-amino-2-hydroxy-phenyl)piperidine-1-carboxylate